tert-butyl (E)-5-((tert-butyldimethylsilyl)oxy)-2-((dimethylamino) methylene)-4,4-dimethyl-3-oxopiperidine-1-carboxylate [Si](C)(C)(C(C)(C)C)OC1C(C(\C(\N(C1)C(=O)OC(C)(C)C)=C/N(C)C)=O)(C)C